tert-butyl (4-((4-(4-(2,6-dioxopiperidin-3-yl)-2-fluorophenyl)piperazin-1-yl)methyl)-3,3-difluoro piperidin-1-yl)carbamate O=C1NC(CCC1C1=CC(=C(C=C1)N1CCN(CC1)CC1C(CN(CC1)NC(OC(C)(C)C)=O)(F)F)F)=O